p-tolyl 2,3,4-tri-oxo-benzyl-1-thio-beta-D-galactopyranoside O=C1C(C[C@]2(SC3=CC=C(C=C3)C)[C@H](O)[C@@H](O)[C@@H](O)[C@H](O2)CO)C=CC(C1=O)=O